FC(C=1C(=C(C=CC1)[C@H](C)N[S@](=O)C(C)(C)C)C)F (R)-N-((S)-1-(3-(difluoromethyl)-2-methylphenyl)ethyl)-2-methylpropane-2-sulfinamide